N-(4-hydroxyphenyl)thiophene-3-carboxamide OC1=CC=C(C=C1)NC(=O)C1=CSC=C1